C(C)OC=CCCOOCC (ethoxy) ethoxyvinylethyl ether